[Pb].C(C)(C)(C)C1=CC=C(OC2=CC=C(C=N2)N)C=C1 6-(4-tert-butylphenoxy)pyridin-3-amine lead